16-hydroxy-4,6,8,10,12,14-hexamethylheptadecyl methoxymethyl ether COCOCCCC(CC(CC(CC(CC(CC(CC(C)O)C)C)C)C)C)C